5-(5-(5-methyl-4,5,6,7-tetrahydropyrazolo[1,5-a]pyrazin-3-yl)-1H-pyrrolo[2,3-b]pyridin-3-yl)isoindolin-1-one CN1CC=2N(CC1)N=CC2C=2C=C1C(=NC2)NC=C1C=1C=C2CNC(C2=CC1)=O